(3-(3-(4-bromobenzyl)-2,5-dioxo-1-phenylimidazolin-4-yl)propionamido)-N-hydroxybenzamide BrC1=CC=C(CN2C(N(C(C2CCC(=O)NC2=C(C(=O)NO)C=CC=C2)=O)C2=CC=CC=C2)=O)C=C1